C(C)C(C1=CC=CC=C1)(N)N Ethyltoluenediamine